CN(CCCNCCCN(C)C)C N,N-bis-(3-dimethylaminopropyl)amine